N1(N=CC=C1)C1=CC=C(C=N1)NC(=O)[C@@H]1CC12CCN(CC2)C(=O)OC(C(F)(F)F)C(F)(F)F |r| 1,1,1,3,3,3-Hexafluoropropan-2-yl (±)-1-((6-(1H-pyrazol-1-yl)pyridin-3-yl)carbamoyl)-6-azaspiro[2.5]octan-6-carboxylat